4-(2-[[3-amino-6-(2-hydroxyphenyl)pyridazin-4-yl]oxy]ethyl)benzaldehyde NC=1N=NC(=CC1OCCC1=CC=C(C=O)C=C1)C1=C(C=CC=C1)O